CC=1C=C(CSC2=NNC(=N2)CCC)C=CC1 3-[(3-methylbenzyl)sulfanyl]-5-propyl-[1,2,4]triazol